ONC(CCCCCCNC(=O)N1CC2=C(N(C=3C=CC=CC23)C2=CC=CC=C2)CC1)=O N-(7-(hydroxyamino)-7-oxoheptyl)-5-phenyl-1,3,4,5-tetrahydro-2H-pyrido[4,3-b]indole-2-carboxamide